carboxylethylsilanetriol, sodium salt [Na+].C(=O)([O-])CC[Si](O)(O)O